BrC1=CC=C(C=N1)C1CN(C1)C(=O)OC(C)(C)C tert-butyl 3-(6-Bromo-3-pyridyl)azetidine-1-carboxylate